C(CCC)C(CN1C(C2=C(N(C(C2=C1C=1SC(=CC1)[Sn](C)(C)C)=O)CC(CCCCCC)CCCC)C=1SC(=CC1)[Sn](C)(C)C)=O)CCCCCC 2,5-bis(2-butyloctyl)-3,6-bis(5-(trimethylstannyl)thiophen-2-yl)pyrrolo[3,4-c]Pyrrole-1,4(2H,5H)-dione